6,8-diphenyl-2-(3-(4,4,5,5-tetramethyl-1,3,2-dioxaborolan-2-yl)phenyl)-[1,2,4]triazolo[1,5-a]pyridine C1(=CC=CC=C1)C=1C=C(C=2N(C1)N=C(N2)C2=CC(=CC=C2)B2OC(C(O2)(C)C)(C)C)C2=CC=CC=C2